COC1=C(C=CC=C1)NC(CCCCCCC(C)=O)=O N-(2-methoxyphenyl)-8-oxononanamide